C(C1=CC=CC=C1)OC(=O)N1CC2(CC2)CC1 5-azaspiro[2.4]heptane-5-carboxylic acid benzyl ester